C(C)(C)(C)OC(=O)N1CC(C1)C(=O)C1=CN(C=2[N+](=NC=CC21)[O-])C2=C(C=C(C=C2)F)C(=O)O 5-(1-(tert-Butoxycarbonyl)azetidine-3-carbonyl)-7-(2-carboxy-4-fluorophenyl)-7H-pyrrolo[2,3-c]pyridazine 1-oxide